(6-fluoropyridin-3-yl)methanol FC1=CC=C(C=N1)CO